N1=CN=C2NCNC2=C1 7,9-dihydro-8H-purin